(2S)-3-[3-(Imidazo[1,5-a]pyridin-3-ylamino)phenyl]-2-[(3R)-pyrrolidin-3-yl]propanoic acid hydrochloride Cl.C=1N=C(N2C1C=CC=C2)NC=2C=C(C=CC2)C[C@H](C(=O)O)[C@@H]2CNCC2